7-pentadecen-1-ol C(CCCCCC=CCCCCCCC)O